ClC1=C(C=CC=C1)N1CC2(C3=NC(=CC=C31)C(=O)O)CCCC2 1'-(2-chlorophenyl)-1',2'-dihydrospiro[cyclopentane-1,3'-pyrrolo[3,2-b]pyridine]-5'-carboxylic acid